(R)-2-isobutyryl-N-methyl-N-(2,2,2-trifluoro-1-(4-fluorophenyl)ethyl)-1,2,3,4-tetrahydroisoquinoline-7-sulfonamide C(C(C)C)(=O)N1CC2=CC(=CC=C2CC1)S(=O)(=O)N([C@@H](C(F)(F)F)C1=CC=C(C=C1)F)C